CC1(OC2=C(C1)C=CC=C2)C 2,2-dimethyl-2,3-dihydrobenzofuran